NCC1=CC(=C(C(=C1)C)NC(=O)C1=CC2=C(OCCC3=C2SC=C3)C=C1C=1C(=NC(=CC1)C(NC1CCCCCC1)=O)C(=O)O)C 3-(9-((4-(aminomethyl)-2,6-dimethylphenyl)carbamoyl)-4,5-dihydrobenzo[b]thieno[2,3-d]oxepin-8-yl)-6-(cycloheptylcarbamoyl)picolinic acid